Racemic-3-(3-chloro-4-fluorophenyl)-1-(8,9-difluoro-6-((2-hydroxyethyl)amino)-1,4-dihydro-2H-pyrano[3,4-c]isoquinolin-1-yl)-1-methylurea ClC=1C=C(C=CC1F)NC(N(C)[C@H]1COCC=2N=C(C=3C=C(C(=CC3C21)F)F)NCCO)=O |r|